N-[4-[8-[2-[tert-Butyl(dimethyl)silyl]oxyethyl]-2-methylsulfonyl-7-oxo-pyrido[2,3-d]pyrimidin-6-yl]-2-fluoro-phenyl]-1-(2-fluorophenyl)methanesulfonamide [Si](C)(C)(C(C)(C)C)OCCN1C(C(=CC2=C1N=C(N=C2)S(=O)(=O)C)C2=CC(=C(C=C2)NS(=O)(=O)CC2=C(C=CC=C2)F)F)=O